ClC1=C2C(=NC=C1C=1C=C(C=CC1)N1C(CNCC1)=O)NC=C2C#CC=2C=NC(=CC2)C 1-(3-(4-chloro-3-((6-methylpyridin-3-yl)ethynyl)-1H-pyrrolo[2,3-b]pyridin-5-yl)phenyl)piperazin-2-one